C(C)OC(=O)C1=C(N(C2=CC=C(C=C12)OCC(CNC)O)C1=C(C=CC=C1)C)C 5-[2-hydroxy-3-(methylamino)-propoxy]-2-methyl-1-(methylphenyl)indole-3-carboxylic acid ethyl ester